C(=C)S(=O)(=O)NCC(=O)N 2-(vinylsulfonamido)acetamide